3-(2-Cyclopropyl-3-oxoindolin-2-yl)-4-hydroxy-1-methylpyrrolidine-2,5-dione C1(CC1)C1(NC2=CC=CC=C2C1=O)C1C(N(C(C1O)=O)C)=O